(4S)-2-Benzyl 1-Tert-Butyl 4-Azido-2-(But-2-Enyl)Pyrrolidine-1,2-Dicarboxylate N(=[N+]=[N-])[C@H]1CC(N(C1)C(=O)OC(C)(C)C)(C(=O)OCC1=CC=CC=C1)CC=CC